4-bromo-7-chloro-1-methyl-benzimidazol-2-amine BrC1=CC=C(C=2N(C(=NC21)N)C)Cl